FC1=C(C(=CC(=C1)OC1COCCC1)F)C1=C(C=CC(=N1)C(=O)N)F 6-[2,6-difluoro-4-(tetrahydro-2H-pyran-3-yloxy)phenyl]-5-fluoropyridine-2-carboxamide